C(C)(C)[SiH2]O[SiH2]O[SiH3] 1-isopropyl-trisiloxane